C1(CC1)C=1N=CC(=NC1)C=1C(=C(N)C=C(C1)F)OC 3-(5-cyclopropylpyrazin-2-yl)-5-fluoro-2-methoxyaniline